FC1(CCC(CC1)C(NC(=O)C1=NC=NN1C(C)C)C=1OC2=C(N1)C=C(C=C2)C(COC)N2C(NC(C2)C(F)(F)F)=O)F N-((4,4-difluorocyclohexyl)(5-(2-methoxy-1-(2-oxo-4-(trifluoromethyl)imidazolidin-1-yl)ethyl)benzo[d]oxazol-2-yl)methyl)-1-isopropyl-1H-1,2,4-triazole-5-carboxamide